S(N)(=O)(=O)C=1SC(=CN1)S(=O)(=O)Cl 2-sulfamoyl-thiazole-5-sulfonyl chloride